tert-Butyl (1S,4S)-5-(8-((3-chloro-2-fluorophenyl)amino)-7-cyano-1,5-naphthyridin-2-yl)-2,5-diazabicyclo[2.2.1]heptane-2-carboxylate ClC=1C(=C(C=CC1)NC=1C(=CN=C2C=CC(=NC12)N1[C@@H]2CN([C@H](C1)C2)C(=O)OC(C)(C)C)C#N)F